BrC=1C=C2C=C(N(C2=CC1F)C)C1CCC(CC1)CO [4-(5-bromo-6-fluoro-1-methyl-indol-2-yl)cyclohexyl]Methanol